C(C1=CC=CC=C1)OCC(C(COCC1=CC=CC=C1)N)N 1,4-bis(benzyloxy)butane-2,3-diamine